prop-e-ene-1,3-sultone C1=CCOS1(=O)=O